C(CCCCCCC)C1=CC=C(C=C1)OC1=CC=C(C=C1)CCCCCCCC mono-octylphenyl ether